CC1(CC(CCC1)C(C)=O)C 1-(3,3-dimethylcyclohexyl)ethan-1-one